6-Chloro-4-((1-(2,2-difluoropropyl)-7-methoxy-1H-pyrazolo[4,3-c]pyridin-6-yl)amino)-N-(methyl-d3)nicotinamide ClC1=NC=C(C(=O)NC([2H])([2H])[2H])C(=C1)NC1=C(C2=C(C=N1)C=NN2CC(C)(F)F)OC